N1N=CC2=C(C3=C(C=C12)C=CC=C3)C3=C(C=1N=C(N=C(C1C=N3)N3CC1(C(NC(N1)=O)=O)CCC3)OCC31CCCN1CCC3)F 7-(7-(1H-benzo[f]indazol-4-yl)-8-fluoro-2-((hexahydro-1H-pyrrolizin-7a-yl)methoxy)pyrido[4,3-d]pyrimidin-4-yl)-1,3,7-triazaspiro[4.5]decane-2,4-dione